FC=1C=C2C(NN=C(C2=CC1F)[C@@H](C)N(C(=O)C=1NC2=CC=CC=C2C1C)C)=O |r| Racemic-N-(1-(6,7-difluoro-4-oxo-3,4-dihydrophthalazin-1-yl)ethyl)-N,3-dimethyl-1H-indole-2-carboxamide